8-isopropyl-N-methyl-6,9-dioxo-5-(1-(4-(trifluoromethyl)phenyl)ethyl)-2,5,8-triazaspiro[3.5]nonane-2-carboxamide C(C)(C)N1CC(N(C2(CN(C2)C(=O)NC)C1=O)C(C)C1=CC=C(C=C1)C(F)(F)F)=O